N-((4R,5S,7R,8R,9S,10R)-8,10-dihydroxy-7-(hydroxymethyl)-9-(4-(3,4,5-trifluorophenyl)-1H-1,2,3-triazol-1-yl)-1,6-dioxaspiro[4.5]dec-4-yl)-2-(3-fluorophenyl)acetamide O[C@H]1[C@H](O[C@@]2([C@@H](CCO2)NC(CC2=CC(=CC=C2)F)=O)[C@@H]([C@H]1N1N=NC(=C1)C1=CC(=C(C(=C1)F)F)F)O)CO